3-(4-((3-hydroxypropyl)thio)-1-oxoisoindolin-2-yl)piperidine-2,6-dione OCCCSC1=C2CN(C(C2=CC=C1)=O)C1C(NC(CC1)=O)=O